6-((E)-4-methoxystyryl)-N-(1-methyl-5-((1-methyl-5-(((E)-3-(methylamino)-3-(methylimino)propyl)carbamoyl)-1H-pyrrol-3-yl)carbamoyl)-1H-pyrrol-3-yl)nicotinamide COC1=CC=C(/C=C/C2=NC=C(C(=O)NC3=CN(C(=C3)C(NC3=CN(C(=C3)C(NCC\C(=N/C)\NC)=O)C)=O)C)C=C2)C=C1